OC(CCOC(C)=O)C.ClC=1C(=NC=CC1)C(=O)NC=1C=C2CN(C(C2=CC1)=O)C1C(NC(CC1)=O)=O 3-chloro-N-(2-(2,6-dioxopiperidin-3-yl)-1-oxoisoindolin-5-yl)picolinamide 3-hydroxybutyl-acetate